P(=O)(OC(C(F)(F)F)(F)F)(Cl)F (perfluoroethyl) fluorochlorophosphate